1,4-bis[(3-(3-aminopropyl)-oleylamino)-2-hydroxy-propyl]-piperazine NCCCC(CCNCC(CN1CCN(CC1)CC(CNCCC(CCCCC\C=C/CCCCCCCC)CCCN)O)O)CCCCC\C=C/CCCCCCCC